ClC=1C=CC=C(C1C(=O)O)O 6-Chlorosalicylic acid